5,10,15,20-tetraaminophenyl-porphyrin copper [Cu].NC=1C=CC=C(C1)C1=C2NC(=C1)C=C1C=CC(=N1)C(=C1C=CC(N1)=C(C=1C=CC(N1)=C2N)N)N